bromine propyne C#CC.[Br]